C(C)(C)(C)P(C1=C(C=CC=C1)P(C(C)(C)C)C(C)(C)C)C(C)(C)C 1,2-bis(di-t-butylphosphino)benzene